NC1=C(C=CC=C1)C1C=2N(NCC1)C(=C(N2)C2=CC=C(C=C2)OC2=CC=CC=C2)C(=O)N 8-(2-aminophenyl)-2-(4-phenoxyphenyl)-5,6,7,8-tetrahydroimidazo[1,2-b]pyridazine-3-carboxamide